OCCNC(C(O)C)=O N-(2-hydroxyethyl)lactamide